C(C=CC=CC=CC=CC=CC=CCCCCCCCCC)(=O)NCCOC(C1=C(C=C(C=C1)Cl)Cl)=O 2,4-dichlorobenzoic acid-(docosahexaenamidoethyl) ester